FC1=C(C=CC=C1N)N 2-fluoro-1,3-diaminobenzene